3-bromo-2-fluoro-5-(pyrrolidin-1-yl)pyridine (1R,3S)-3-(3-(2-(3-(benzyloxy)-2-(1,3-dioxolan-2-yl)phenoxy)acetamido)-1H-pyrazol-5-yl)cyclopentyl-(1-methylcyclopropyl)carbamate C(C1=CC=CC=C1)OC=1C(=C(OCC(=O)NC2=NNC(=C2)[C@@H]2C[C@@H](CC2)N(C(O)=O)C2(CC2)C)C=CC1)C1OCCO1.BrC=1C(=NC=C(C1)N1CCCC1)F